4,4'-(1,3-propanediyl)bispiperidine C(CCC1CCNCC1)C1CCNCC1